C(#C)C1=CC(N(C=2N=C(N=CC21)NC=2C=CC(=C(C2)NC(CC)=O)N2CCN(CC2)C)C)=O N-(5-((5-ethynyl-8-methyl-7-oxo-7,8-dihydropyrido[2,3-d]pyrimidin-2-yl)amino)-2-(4-methylpiperazin-1-yl)phenyl)propionamide